NC1=C2C(=NC=N1)N(N=C2C=2C=CC(=C(C#N)C2)OC(C)C)[C@@H](C)C=2C=C1N(C(C2C2=CC=CC=C2)=O)C(=CS1)C (S)-5-(4-amino-1-(1-(3-methyl-5-oxo-6-phenyl-5H-thiazolo[3,2-a]pyridin-7-yl)ethyl)-1H-pyrazolo[3,4-d]pyrimidin-3-yl)-2-isopropoxybenzonitrile